O=C1NC(CCC1N1C(C2=CC(=C(C=C2C1=O)N1CCC(CC1)N(C)CC(=O)O)F)=O)=O ({1-[2-(2,6-dioxopiperidin-3-yl)-6-fluoro-1,3-dioxoisoindol-5-yl]piperidin-4-yl}(methyl)amino)acetic acid